(R)-2-Ethyl-9-methyl-2,3,4,5-tetrahydrobenzo[f][1,4]oxazepine C(C)[C@H]1OC2=C(CNC1)C=CC=C2C